C(C)(=O)O.C(C)(=O)OCCOCCOCCCC diethylene glycol monobutyl ether acetate acetate